5-((2-amino-3-fluoropyridin-4-yl)methyl)-3,4-difluoro-2-(phenylamino)benzoic acid hydrochloride Cl.NC1=NC=CC(=C1F)CC=1C(=C(C(=C(C(=O)O)C1)NC1=CC=CC=C1)F)F